ClC1=CC=NC(=C1C(=O)NC=1C=NC=CC1)C(F)(F)F 4-Chloro-N-(pyridin-3-yl)-2-(trifluoromethyl)nicotinamide